[Cl-].C(C)(=O)OCC[N+](C)(C)C Acetylcholine Chloride